(E)-1-(4-(3-(tert-butoxy)-3-oxoprop-1-en-1-yl)phenyl)piperidine-4-carboxylic acid ethyl ester C(C)OC(=O)C1CCN(CC1)C1=CC=C(C=C1)\C=C\C(=O)OC(C)(C)C